3-methyl-6-(4,4,5,5-tetramethyl-1,3,2-dioxaborolan-2-yl)-3H-indole CC1C=NC2=CC(=CC=C12)B1OC(C(O1)(C)C)(C)C